C1(C=CC(N1CC1CCCCC1)=O)=O 4-(maleimidomethyl)cyclohexane